CC(COC1=CC=CC=C1)(C#C)O 2-methyl-1-phenoxybut-3-yn-2-ol